N1=C(C=CC=C1)C(=O)O 2-picolinic Acid